(S)-5-(2-(3-(ethoxymethyl)-1-(2-(6-methylpyridin-3-yl)propan-2-yl)pyrrolidin-3-yl)ethyl)-2-methoxy-pyridine HCl Cl.C(C)OC[C@@]1(CN(CC1)C(C)(C)C=1C=NC(=CC1)C)CCC=1C=CC(=NC1)OC